CN1N=C(C(=C1OC[C@H](C)NC(OC(C)(C)C)=O)C=1C=C2C(=CN1)N(N=C2C=C)C2OCCCC2)C tert-butyl N-[(1S)-2-[2,5-dimethyl-4-(1-tetrahydropyran-2-yl-3-vinyl-pyrazolo[3,4-c]pyridin-5-yl)pyrazol-3-yl]oxy-1-methyl-ethyl]carbamate